C(C)C=1N(C=2N(C(C1N1CCNCC1)=O)N=C(N2)C2=CCC1(COC1)CC2)CC(=O)NC2=CC=C(C=C2)S(F)(F)(F)(F)F 2-(5-ethyl-7-oxo-6-(piperazin-1-yl)-2-(2-oxaspiro[3.5]non-6-en-7-yl)-[1,2,4]triazolo[1,5-a]pyrimidin-4(7H)-yl)-N-(4-(pentafluoro-λ6-sulfanyl)phenyl)acetamide